BrC1=CC=C(C=C1)SC1CCC(CC1)NC(OC(C)(C)C)=O tert-butyl N-[(1r,4r)-4-[(4-bromophenyl)sulfanyl]cyclohexyl]carbamate